2-cyclopentyl-6-pyrimidin-5-yl-N3-Sec-butylpyridine-2,3-diamine C1(CCCC1)C1(NC(=CC=C1NC(C)CC)C=1C=NC=NC1)N